4-[3-(2-Hydroxymethyl-5,6-dihydro-8H-imidazo[1,2-a]pyrazin-7-yl)-propyl]-benzoic Acid Ethyl Ester C(C)OC(C1=CC=C(C=C1)CCCN1CC=2N(CC1)C=C(N2)CO)=O